(3S)-3-((6-(4-hydroxyphenyl)-1-(tetrahydro-2H-pyran-2-yl)-1H-indazol-4-yl)thio)pyrrolidine-1-carboxylic acid tert-butyl ester C(C)(C)(C)OC(=O)N1C[C@H](CC1)SC1=C2C=NN(C2=CC(=C1)C1=CC=C(C=C1)O)C1OCCCC1